2-oxo-6-(trifluoromethyl)-5-(4-((4,5,5-trimethylmorpholin-3-yl)methoxy)phenyl)-1,2-dihydropyridine-3-carboxamide O=C1NC(=C(C=C1C(=O)N)C1=CC=C(C=C1)OCC1N(C(COC1)(C)C)C)C(F)(F)F